2,4-Dimethoxy-6-methylbenzaldehyd COC1=C(C=O)C(=CC(=C1)OC)C